C[Si](C(C(=O)OCCCCC)C)(OCC)OCC pentyl α-methyldiethoxysilylpropionate